tert-butyl-3-[[7-bromo-8-fluoro-2-[[(2S)-1-methylpyrrolidin-2-yl]methoxy]-6-(trifluoromethyl)quinazolin-4-yl]-methyl-amino]-2-(methoxymethyl)pyrrolidine-1-carboxylate C(C)(C)(C)OC(=O)N1C(C(CC1)N(C)C1=NC(=NC2=C(C(=C(C=C12)C(F)(F)F)Br)F)OC[C@H]1N(CCC1)C)COC